ClC1=CC=CC=2N=C(SC21)C2=C(OC1(CCN(CC1)C(=O)[C@H]1CC(NC3=CC=CC=C13)=O)C(=O)OC)C=CC=C2 methyl 4-[2-(7-chloro-1,3-benzothiazol-2-yl)phenoxy]-1-[(4S)-2-oxo-3,4-dihydro-1H-quinoline-4-carbonyl]piperidine-4-carboxylate